(trans)-3-(5-((trans)-2-cyano-3-oxo-3-(3,4,5-trimethoxyphenyl)prop-1-en-1-yl)-2-(trifluoromethoxy)phenyl)-N-hydroxyacrylamide C(#N)C(=CC=1C=CC(=C(C1)/C=C/C(=O)NO)OC(F)(F)F)C(C1=CC(=C(C(=C1)OC)OC)OC)=O